3-tert-butyl-3-tert-butylphenol C(C)(C)(C)C1(CC(=CC=C1)O)C(C)(C)C